(6Z,9E)-12-Chloro-2,6,10-trimethyl-2,6,9-dodecatriene ClCC/C(=C/C\C=C(/CCC=C(C)C)\C)/C